4-chloro-1-((5-Phenylthiophen-2-yl)methyl)-1H-indazole-7-carboxylic acid ClC1=C2C=NN(C2=C(C=C1)C(=O)O)CC=1SC(=CC1)C1=CC=CC=C1